bicyclo(2.2.1)heptane-2,5-dimethanol C12C(CC(C(C1)CO)C2)CO